2-(6-bromo-1-oxo-isoindolin-2-yl)-2-[5-fluoro-2-(methoxymethoxy)-phenyl]acetic acid BrC1=CC=C2CN(C(C2=C1)=O)C(C(=O)O)C1=C(C=CC(=C1)F)OCOC